ClC1=CC=C(N=N1)N([C@@H]1CC[C@H]2CN(C[C@H]21)C(=O)C=2SC(=CC2)C(F)F)CC2=C(C#N)C=CC=C2 |o1:8,11,15| rel-2-{[(6-chloro-3-pyridazinyl)((3aS,4R,6aR)-2-{[5-(difluoromethyl)-2-thienyl]carbonyl}octahydrocycloPenta[c]pyrrol-4-yl)amino]methyl}benzonitrile